[Na+].SCCCS(=O)(=O)[O-] 3-mercapto-propyl-sulfonic acid sodium salt